[6-(2,3-Dihydro-benzo[1,4]dioxin-5-yl)-2-methoxy-pyridin-3-yl]-(3-pyrrolidin-1-ylmethyl-phenyl)-amine O1CCOC2=C1C=CC=C2C2=CC=C(C(=N2)OC)NC2=CC(=CC=C2)CN2CCCC2